(2R,4S,5R)-5-acetamido-4-acetoxy-2-phenylsulfanyl-6-[(1S,2R)-1,2,3-triacetoxypropyl]tetrahydropyran-2-carboxylic acid benzyl ester C(C1=CC=CC=C1)OC(=O)[C@]1(OC([C@@H]([C@H](C1)OC(C)=O)NC(C)=O)[C@@H]([C@@H](COC(C)=O)OC(C)=O)OC(C)=O)SC1=CC=CC=C1